3-isopropyltyrosine C(C)(C)C=1C=C(C[C@H](N)C(=O)O)C=CC1O